CC(=O)OC1=CC=CC(=C1)O Acetylresorcinol